COCC#CC#CC1=CC=C(C=C1)C(C)N 1-(4-(5-methoxypenta-1,3-diyn-1-yl)phenyl)ethan-1-amine